1-(3,5-difluoro-2-pyridyl)-2-methoxy-ethanone oxime FC=1C(=NC=C(C1)F)C(COC)=NO